Methyl ((2-(((1-cyclohexylpropan-2-yl)amino)methyl)benzyl)sulfonyl)-D-alaninate C1(CCCCC1)CC(C)NCC1=C(CS(=O)(=O)N[C@H](C)C(=O)OC)C=CC=C1